2,6-di-tert-butyl-4-(2-thienylmethylene)-2,5-cyclohexadien-1-one C(C)(C)(C)C=1C(C(=CC(C1)=CC=1SC=CC1)C(C)(C)C)=O